O=C1N(C(C2=C3C(C=CC=C13)=C(C=C2)N2CCC(CC2)C(=O)OC)=O)OS(=O)(=O)C2=CC=C(C=C2)C methyl 1-[1,3-dioxo-2-(p-tolylsulfonyloxy)benzo[de]isoquinolin-6-yl]piperidine-4-carboxylate